7-(1-(1-ethoxyethyl)-1H-pyrazol-4-yl)-N-(2-fluorocyclobutyl)-8-(2,2,2-trifluoroethoxy)-[1,2,4]triazolo[1,5-c]pyrimidin-2-amine C(C)OC(C)N1N=CC(=C1)C1=C(C=2N(C=N1)N=C(N2)NC2C(CC2)F)OCC(F)(F)F